4-(benzyloxy)-5-bromo-3-methyl-1H-pyrazole C(C1=CC=CC=C1)OC=1C(=NNC1Br)C